C(#N)C1(CC1)NC([C@H](CC(C)(C)F)NC(C(F)(F)F)C=1C=CC2=C(OC3=C2C=C(C=C3)C(C(F)F)O)C1)=O (2S)-N-(1-cyanocyclopropyl)-2-((1-(8-(2,2-difluoro-1-hydroxyethyl)dibenzo[b,d]furan-3-yl)-2,2,2-trifluoroethyl)amino)-4-fluoro-4-methylpentanamide